alpha-lysine C(CCN)C[C@@H](C(=O)O)N